OC1=C(C=CC=C1)C1=CC(=CN=N1)N1CCC(CC1)(C1=CC=CC=C1)CNC(=O)C1(CCN(CC1)C(=O)OC(C)(C)C)OC1=CC=CC=C1 tert-butyl 4-(((1-(6-(2-hydroxyphenyl)pyridazin-4-yl)-4-phenylpiperidin-4-yl)methyl)carbamoyl)-4-phenoxypiperidine-1-carboxylate